2,5-diazabicyclo[4.2.1]nonane C12NCCNC(CC1)C2